diCyclohexylmethane diisocyanate [N-]=C=O.[N-]=C=O.C1(CCCCC1)CC1CCCCC1